(Z)-non-2-en-1-yl 8-((6-((5,5-bis(((Z)-oct-5-en-1-yl)oxy)pentanoyl)oxy)hexyl)(2-hydroxyethyl)amino)octanoate C(CCC\C=C/CC)OC(CCCC(=O)OCCCCCCN(CCCCCCCC(=O)OC\C=C/CCCCCC)CCO)OCCCC\C=C/CC